CN1[C@H](CNC(C1)=O)C1=CC=C(C=C1)NC(OCC1=CC=C(C=C1)F)=O 4-fluorobenzyl (S)-(4-(1-methyl-5-oxopiperazin-2-yl)phenyl)carbamate